ClC=1C(=C(C(=CC1)N1N=NN=C1)C=1C=CC(=[N+](C1)[O-])C(CN(C(COC)=O)C)N1N=CC(=C1)C1=CC(=NC=C1)C(F)(F)F)F 5-(3-Chloro-2-fluoro-6-(1H-tetrazol-1-yl)phenyl)-2-(2-(2-methoxy-N-methylacetamido)-1-(4-(2-(trifluoromethyl)pyridin-4-yl)-1H-pyrazol-1-yl)ethyl)pyridine 1-oxide